C(CC)OC(C(C(=O)NC=1C=NC(=C(C1)C(F)(F)F)C#N)(O)O)=O 3-[[6-cyano-5-(trifluoromethyl)-pyridin-3-yl]amino]-2,2-dihydroxy-3-oxopropionic acid propyl ester